BrC=1C=NC(=NC1)C=1C=NN(C1)CCF 5-bromo-2-(1-(2-fluoroethyl)-1H-pyrazol-4-yl)pyrimidine